C(#N)C1CN(C1)[C@H]1C[C@@H](N(CC1)CC1=C2C=CNC2=C(C=C1C1CC1)C)C1=CC=C(C(=O)O)C=C1 4-((2r,4r)-4-(3-cyanoazetidin-1-yl)-1-((5-cyclopropyl-7-methyl-1H-indol-4-yl)methyl)piperidin-2-yl)benzoic acid